NC(C(=O)OC(C)(C)C)=CC1=CC=CC=C1 tert-butyl aminocinnamate